FC1=CC(=C(OC2=C(C(=O)NC3=CC(=CC=C3)S(N)(=O)=O)C(=CC(=C2)C(F)(F)F)C(F)(F)F)C=C1)C 2-(4-fluoro-2-methylphenoxy)-N-(3-sulfamoyl-phenyl)-4,6-bis(trifluoromethyl)benzamide